BrC=1C(=NN2C1N=CC=C2C(=O)O)C#N 3-bromo-2-cyano-pyrazolo[1,5-a]pyrimidine-7-carboxylic acid